FC1C(CCCC1)P(OC)(OC)=O dimethyl (2-fluorocyclohexyl)phosphonate